FC(OC=1C=CC(=NC1C1=CC=CC=C1)C1=CC(=C(N1)C)C(=O)O)F 5-(5-(difluoromethoxy)-6-phenylpyridin-2-yl)-2-methyl-1H-pyrrole-3-carboxylic acid